(3R)-N-[4-(3-Cyanophenyl)-5-(2,6-dimethyl-4-pyridyl)thiazol-2-yl]-3-(trifluoromethyl)piperazin-1-carboxamid C(#N)C=1C=C(C=CC1)C=1N=C(SC1C1=CC(=NC(=C1)C)C)NC(=O)N1C[C@@H](NCC1)C(F)(F)F